C(C)(C)C1=C(C=CC=C1)[C@H]1NCC(C1)C (S)-2-(2-isopropylphenyl)-4-methylpyrrolidine